(5-fluoropyridine-3-yl)boranediol FC=1C=C(C=NC1)B(O)O